calcium oxide erbium gadolinium borate B([O-])([O-])[O-].[Gd+3].[Er+3].[O-2].[Ca+2]